N-(2-tert-butyl-6-methyl-pyrimidin-4-yl)-5-[4-[[(2R)-1-ethylazetidin-2-yl]methoxy]-2-methyl-pyrazol-3-yl]pyrazolo[1,5-a]pyridin-2-amine C(C)(C)(C)C1=NC(=CC(=N1)NC1=NN2C(C=C(C=C2)C=2N(N=CC2OC[C@@H]2N(CC2)CC)C)=C1)C